4-chloro-7-methoxy-N-methylquinoline-6-carboxamide ClC1=CC=NC2=CC(=C(C=C12)C(=O)NC)OC